(S)-2-(4'-((3-((4-(4-Aminopyrimidin-2-yl)-1,3-dimethyl-1H-pyrazol-5-yl)oxy)butyl)amino)-6'-chloro-[2,3'-bipyridin]-5-yl)propan-2-ol NC1=NC(=NC=C1)C=1C(=NN(C1O[C@H](CCNC1=C(C=NC(=C1)Cl)C1=NC=C(C=C1)C(C)(C)O)C)C)C